1-((3R,5S,8R,9R,10S,13S,14S,17S)-3-hydroxy-3-methylhexadecahydro-1H-cyclopenta[a]phenanthren-17-yl)-2-(5-methyl-2H-tetrazol-2-yl)ethanone O[C@@]1(CC[C@@H]2[C@H]3CC[C@@H]4[C@H](CC[C@H]4[C@@H]3CC[C@H]2C1)C(CN1N=C(N=N1)C)=O)C